1,4-dicyano-2,5-dichloro-3,6-difluorobenzene C(#N)C1=C(C(=C(C(=C1F)Cl)C#N)F)Cl